2-[4-(9-bromononanoyl)piperazin-1-yl]-N-[2-(2,6-dioxopiperidin-3-yl)-1,3-dioxoisoindolin-4-yl]acetamide 3-(4-hydroxy-3,5-diisopropylphenyl)octyl-propanoate OC1=C(C=C(C=C1C(C)C)C(CCOC(CC)=O)CCCCC)C(C)C.BrCCCCCCCCC(=O)N1CCN(CC1)CC(=O)NC1=C2C(N(C(C2=CC=C1)=O)C1C(NC(CC1)=O)=O)=O